C1(CCCCC1)C=NO (cyclohexylmethylene)hydroxylamine